C(C)(C)(C)OC(=O)N[C@H]([C@@H](CC(=O)OCC)O)[C@H](CC)C (3R,4S,5S)-ethyl 4-((tert-butoxycarbonyl)amino)-3-hydroxy-5-methylheptanoate